N-(4-Cyano-2,5-difluorophenyl)-3-(4-cyano-3-(trifluoromethyl)phenyl)-2-(trifluoromethyl)oxazolidin-5-carboxamid C(#N)C1=CC(=C(C=C1F)NC(=O)C1CN(C(O1)C(F)(F)F)C1=CC(=C(C=C1)C#N)C(F)(F)F)F